(Hexahydropyrrolo[3,4-c]pyrrol-2(1H)-yl)((1R,2S)-2-(3-isopropyl-2-(2-methylpyridin-4-yl)-1H-indol-5-yl)cyclopropyl)methanon C1N(CC2C1CNC2)C(=O)[C@H]2[C@H](C2)C=2C=C1C(=C(NC1=CC2)C2=CC(=NC=C2)C)C(C)C